2-methyl-3-(4-(1-methylethyl)phenyl)propanal CC(C=O)CC1=CC=C(C=C1)C(C)C